methyl N-[5-[6-[5-(4-fluorophenyl)-1-methyl-pyrazol-4-yl]imidazo[1,2-a]pyridin-3-yl]-2-pyridyl]carbamate FC1=CC=C(C=C1)C1=C(C=NN1C)C=1C=CC=2N(C1)C(=CN2)C=2C=CC(=NC2)NC(OC)=O